((2S,5S)-9-fluoro-2,3-dihydro-2,5-methanopyrido[3,4-f][1,4]oxazepin-4(5H)-yl)(4-fluorobicyclo[2.2.2]octan-1-yl)methanone FC1=CN=CC=2[C@H]3N(C[C@@H](OC21)C3)C(=O)C32CCC(CC3)(CC2)F